(Z)-non-2-en-1-yl 8-hydroxyoctanoate OCCCCCCCC(=O)OC\C=C/CCCCCC